CC1=CC2=CC(CC(N2C1C(=O)OCC)=O)=O ethyl 2-methyl-5,7-dioxoindolizine-3-carboxylate